4-[5,6-Dihydro-2-(6-methyl-2-pyridyl)-4H-pyrrolo[1,2-b]pyrazol-3-yl]-6-quinolinecarboxamide CC1=CC=CC(=N1)C=1C(=C2N(N1)CCC2)C2=CC=NC1=CC=C(C=C21)C(=O)N